C(C)OC(=O)C1=C(N=C2N1N=C(C=C2)N2[C@@H]1CN([C@H](C2)C1)C)C1=CC=CC=C1 6-[(1S,4S)-5-methyl-2,5-diazabicyclo[2.2.1]heptane-2-yl]-2-phenylimidazo[1,2-b]pyridazine-3-carboxylic acid ethyl ester